NC1=C(C(=C(C=N1)NC(C(=O)N1[C@@H](CC[C@H](C1)C)C1=CC=CC=C1)=O)C)C (6-amino-4,5-dimethyl-3-pyridyl)-2-[(2S,5R)-5-methyl-2-phenyl-1-piperidyl]-2-oxo-acetamide